FC=1C(=C(C=CC1F)[C@H]1[C@H](O[C@]([C@@H]1C)(C(F)(F)F)C)C(=O)NC1=CC(=NC(=C1)C)C(=O)N)OC 4-[[(2S,3s,4r,5r)-3-(3,4-difluoro-2-methoxy-phenyl)-4,5-dimethyl-5-(trifluoromethyl)tetrahydrofuran-2-carbonyl]amino]-6-methyl-pyridine-2-carboxamide